O=C1CC(C1)C(=O)OCCCC butyl 3-oxocyclobutane-1-carboxylate